N1=C(C=CC=C1)SSCCO 2-(2-pyridyl-dithio)ethanol